ClC=1C(=C(C=C(C1)F)C1=CC=C(C=C1)N1C(SC=C1)=O)OC chloro-5-fluoro-2-methoxy-4'-(2-oxothiazol-3(2H)-yl)-[1,1'-biphenyl]